FC(C1(CN(CCOC1)C(=O)OC(C)(C)C)O)F Tert-butyl 6-(difluoromethyl)-6-hydroxy-1,4-oxazepane-4-carboxylate